tert-butyl 4-[6-chloro-8-fluoro-7-(3-hydroxy-1-naphthyl)-2-[(1R)-1-methyl-2-oxo-ethoxy]quinazolin-4-yl]piperazine-1-carboxylate ClC=1C=C2C(=NC(=NC2=C(C1C1=CC(=CC2=CC=CC=C12)O)F)O[C@@H](C=O)C)N1CCN(CC1)C(=O)OC(C)(C)C